Methyl 1-tert-butyl-2-hydroxy-pyrrolo[2,3-b]pyridine-3-carboxylate C(C)(C)(C)N1C(=C(C=2C1=NC=CC2)C(=O)OC)O